cobalt zirconium iron aluminum [Al].[Fe].[Zr].[Co]